C(C)(C)(C)OC(=O)N1CC(CC1)C=1C=CC=C2C(=CN=CC12)N1C(N(C(CC1)=O)CC1=CC=C(C=C1)OC)=O.Cl[SiH](C1=CC=CC=C1)Cl dichloro(phenyl)silane Tert-butyl-3-[4-[3-[(4-methoxyphenyl)methyl]-2,4-dioxo-hexahydropyrimidin-1-yl]-8-isoquinolyl]pyrrolidine-1-carboxylate